(9,10-bis(p-tolyl)-heptafluorophenanthryl)boron C1(=CC=C(C=C1)C=1C2=C(C(=C(C(=C2C=2C(=C(C(=C(C2C1C1=CC=C(C=C1)C)[B])F)F)F)F)F)F)F)C